(oxo) iodide O(I)I